N[C@H]1CN(CCC1)C(=O)C1=CC2=C(N(C(=N2)C=2N(C3=CC=CC=C3C2)CC)C)C(=C1)OC(F)(F)F (R)-(3-Aminopiperidin-1-yl)(2-(1-ethyl-1H-indol-2-yl)-1-methyl-7-(trifluoromethoxy)-1H-benzo[d]imidazol-5-yl)methanon